CN1N=NC(=C1C=1C=C2C(=NC1)C1=C(N2C(C2CCOCC2)C2=NC=CC=C2C)C(=C(S1)C(C)=O)C)C 1-(6-(1,4-dimethyl-1H-1,2,3-triazol-5-yl)-3-methyl-4-((3-methylpyridin-2-yl)(tetrahydro-2H-pyran-4-yl)methyl)-4H-thieno[2',3':4,5]pyrrolo[3,2-b]pyridin-2-yl)ethan-1-one